4''-((2-butyl-4-oxo-8-oxa-1,3-diazaspiro[4.5]dec-1-en-3-yl)methyl)-3-methyl[1,1':3',1''-terphenyl]-4'-carbonitrile C(CCC)C1=NC2(C(N1CC1=CC=C(C=C1)C=1C=C(C=CC1C#N)C1=CC(=CC=C1)C)=O)CCOCC2